7-{6-Ethenyl-3-[1-(3-methylbutyl)-1H-pyrazol-4-yl]pyridin-2-yl}chinolin C(=C)C1=CC=C(C(=N1)C1=CC=C2C=CC=NC2=C1)C=1C=NN(C1)CCC(C)C